N1=NC=C(C=C1)C=1C=C(OC2CC3C(CN(C3)C(=O)N3N=C(C=C3)C(=O)O)C2)C=CC1 1-(trans-5-(3-(pyridazin-4-yl)phenoxy)octa-hydrocyclopenta[c]pyrrole-2-carbonyl)-1H-pyrazole-3-carboxylic acid